C(C)(C)(C)C1=NC(=NO1)C(=O)NCC1=C(C=C(C=C1)C1=NC=NN2C1=CC(=C2)CCCCN2CCC(CC2)N2N=C(C=C2)NC2C(NC(CC2)=O)=O)F 5-tert-butyl-N-[[4-[6-[4-[4-[3-[(2,6-dioxo-3-piperidyl)amino]pyrazol-1-yl]-1-piperidyl]butyl]pyrrolo[2,1-f][1,2,4]triazin-4-yl]-2-fluoro-phenyl]methyl]-1,2,4-oxadiazole-3-carboxamide